(Z)-1-(prop-1-en-1-yl)spiro[2.4]Heptane-4-one C(=C/C)/C1CC12C(CCC2)=O